O1COC2=C1C=CC(=C2)C(C(=O)C2=C(C=C(C=C2)O)O)=C (1,3-Benzodioxol-5-yl)-1-(2,4-dihydroxyphenyl)prop-2-en-1-one